2-methoxy-N-[[4-[5-(trifluoromethyl)-1,2,4-oxadiazol-3-yl]phenyl]methyl]propanamide COC(C(=O)NCC1=CC=C(C=C1)C1=NOC(=N1)C(F)(F)F)C